CN1C(C(=C(C2=NC(=CC=C12)C)N1C[C@H]([C@H](CC1)N(C1=CC=C(C=C1)OC(F)(F)F)C)C)C#N)=O 1,6-dimethyl-4-[(3R,4S)-3-methyl-4-{methyl[4-(trifluoromethoxy)phenyl]amino}piperidin-1-yl]-2-oxo-1,2-dihydro-1,5-naphthyridine-3-carbonitrile